C(=O)(O)C(C[Si](OC)(OC)C)C 2-carboxypropylmethyldimethoxysilane